4-(difluoro((6-hydroxy-pyridin-3-yl)sulfonyl)methyl)-N-(pyridazin-4-yl)piperidine-1-carboxamide FC(C1CCN(CC1)C(=O)NC1=CN=NC=C1)(S(=O)(=O)C=1C=NC(=CC1)O)F